C1(CC1)CN1C(=NC2=C1C=CC=C2)C2CCN(CC2)CC=2C=C1C(=NC2)C(=NN1C)C1=CC(=CC=C1)F 6-((4-(1-(cyclopropylmethyl)-1H-benzo[d]imidazol-2-yl)piperidin-1-yl)methyl)-3-(3-fluorophenyl)-1-methyl-1H-pyrazolo[4,3-b]pyridine